C(C)(C)(C)C1=CC=C(C=C1)N(C(=O)[C@@H]1N(CCC1)C#N)C(C(NCC1=CC=NC=C1)=O)C=1C=NC=CC1 (2R)-N-(4-tert-butylphenyl)-1-cyano-N-[2-oxo-1-(3-pyridyl)-2-(4-pyridylmethylamino)ethyl]pyrrolidine-2-carboxamide